3-(2,6-dimethylpyridin-4-yl)-2,4,5,6-tetrakis(9H-pyrido[2,3-b]indol-9-yl)benzonitrile CC1=NC(=CC(=C1)C=1C(=C(C#N)C(=C(C1N1C2=C(C3=CC=CC=C13)C=CC=N2)N2C1=C(C3=CC=CC=C23)C=CC=N1)N1C2=C(C3=CC=CC=C13)C=CC=N2)N2C1=C(C3=CC=CC=C23)C=CC=N1)C